4-cyclohexylsulfonylmorpholin C1(CCCCC1)S(=O)(=O)N1CCOCC1